ClC1=NC(=CC=C1)OCC1=CC(=C(C=C1)C1=NOC(=N1)C(F)(F)F)F 2-chloro-6-({3-fluoro-4-[5-(trifluoromethyl)-1,2,4-oxadiazol-3-yl]phenyl}methoxy)pyridine